S(=O)(=O)(C1=CC=C(C)C=C1)OCCCOC1CCN(CC1)C(=O)OC(C)(C)C tert-butyl 4-(3-(tosyloxy) propoxy)piperidine-1-carboxylate